FC(C1=CC=C(C=C1)N)(F)F 4-(trifluoromethyl)benzenamine